Heptadecatrienal CC/C=C\C/C=C\C/C=C\CCCCCCC=O